1-(m-tolyl)-2-toluenesulfonic acid C1(=CC(=CC=C1)C1(C)C(C=CC=C1)S(=O)(=O)O)C